C(=C)C1=CC=CC2=C1N(C(=N2)CNC(OCC2=CC=CC=C2)=O)COCC[Si](C)(C)C benzyl [(7-ethenyl-1-{[2-(trimethylsilyl)ethoxy]methyl}-1H-benzimidazol-2-yl)methyl]carbamate